S1C(=NC2=C1C=CC=C2)C(CC2=CC(=CC=C2)\C(\N)=N/O)NS(=O)(=O)C=2C=C(C=CC2)NC(=O)C=2N=NN(C2)C N-[3-[[1-(1,3-benzothiazol-2-yl)-2-[3-[(E)-N'-hydroxycarbamimidoyl]phenyl]ethyl]sulfamoyl]phenyl]-1-methyl-triazole-4-carboxamide